N-methyl-phenyl-maleimide CN1C(C(=CC1=O)C1=CC=CC=C1)=O